C(C=C)(=O)N1C(CCCC1)=O acryloyl-piperidone